COC=1C=C(C=CC1OC)C(C(CO)OC1=C(C=CC=C1)OC)O 1-(3,4-dimethoxyphenyl)-2-(2-methoxyphenoxy)-1,3-propylene glycol